[Al](Cl)(Cl)Cl.C(CCCCCCC=C)(=O)O.C(CCCCCCC=C)(=O)O bis(8-nonenoic acid) aluminum chloride